2-oxo-2H-chromene-3-carboxylic acid O=C1OC2=CC=CC=C2C=C1C(=O)O